OC[C@@]12CCCN2[C@@H](CC1)CCCN1CCC(CC1)C1=CC2=C(N(C(N2C)=O)C2C(NC(CC2)=O)=O)C=C1 3-(5-(1-(3-((3R,7aR)-7a-(Hydroxymethyl)hexahydro-1H-pyrrolizin-3-yl)propyl)piperidin-4-yl)-3-methyl-2-oxo-2,3-dihydro-1H-benzo[d]imidazol-1-yl)piperidine-2,6-dione